(1,4-dithiacyclohexane-2,3-diyl)dimethyl mercaptan S1C(C(SCC1)CS)CS